2,6-dihydropyrrolo[3,4-c]pyrazol N=1NC=C2C1CN=C2